(R)-4-(3-hydroxypyrrolidin-1-yl)-1-phenyl-7-(trifluoromethyl)pyrido[2,3-d]pyrimidin-2(1H)-one O[C@H]1CN(CC1)C=1C2=C(N(C(N1)=O)C1=CC=CC=C1)N=C(C=C2)C(F)(F)F